C1(CC1)C1=NC=NC(=C1C1=NC2=C(N1)C(=CC=C2)CC2=CC=C(C=C2)C=2N(C=C(N2)C(F)(F)F)C)OC 2-(4-cyclopropyl-6-methoxypyrimidin-5-yl)-7-(4-(1-methyl-4-(trifluoromethyl)-1H-imidazol-2-yl)benzyl)-1H-benzo[d]imidazole